3-chloro-4-(1H-indol-3-yl)-1-phenyl-1H-pyrrole-2,5-dione ClC=1C(N(C(C1C1=CNC2=CC=CC=C12)=O)C1=CC=CC=C1)=O